rac-methyl 3-(6-(1-methyl-1H-pyrazol-4-yl)pyrazolo[1,5-a]pyrazin-4-yl)cyclopentane-1-carboxylate CN1N=CC(=C1)C=1N=C(C=2N(C1)N=CC2)C2CC(CC2)C(=O)OC